C(C)(C)N1C(N(C=2C1=C1C(=NC2)NC(=C1C1CCN(CC1)C(CC1=CC=C(C=C1)S(=O)(=O)C)=O)C=1C=NN(C1)C)C)=O 1-Isopropyl-3-methyl-7-(1-methyl-1H-pyrazol-4-yl)-8-(1-(2-(4-(methylsulfonyl)phenyl)acetyl)piperidin-4-yl)-3,6-dihydroimidazo[4,5-d]pyrrolo[2,3-b]pyridin-2(1H)-one